(1S)-1-(3,4-difluorophenyl)ethylamine FC=1C=C(C=CC1F)[C@H](C)N